N-(4-bromo-3-methoxybenzylidene)-2-methylpropane-2-sulfinamide BrC1=C(C=C(C=NS(=O)C(C)(C)C)C=C1)OC